C(C)C1=C(C=CC=C1)P([O-])(=O)C(C1=C(C=C(C=C1C)C)C)=O ethyl-2,4,6-trimethylbenzoylphenyl-phosphinate